COC1=CC=C(C=C1)C1=NOC(=N1)N1CCC(CC1)C(=O)NCC1CN(CC1)CC=1N=CSC1 1-(3-(4-Methoxyphenyl)-1,2,4-oxadiazol-5-yl)-N-((1-(Thiazol-4-ylmethyl)pyrrolidin-3-yl)methyl)piperidin-4-carboxamid